3-hydroxy-4-methylthiazol-2(3H)-thione ON1C(SC=C1C)=S